C(C)(C)(C)C=1C=C(C=CC1)NS(=O)(=O)C1=C(C=CC(=C1)C1=C(N=C(S1)NCC1CCCCC1)C)OC N-(3-tert-butylphenyl)-5-[2-(cyclohexylmethylamino)-4-methyl-thiazol-5-yl]-2-methoxy-benzenesulfonamide